CS(=O)(=O)OCC1=NN=C(N1C1=C(C=CC=C1OC)OC)C=1OC(=CC1)C [4-(2,6-Dimethoxyphenyl)-5-(5-methylfuran-2-yl)-4H-1,2,4-triazol-3-yl]methyl methanesulfonate